BrC=1N=C2N(C1)CCC2(O)C bromo-7-methyl-6,7-dihydro-5H-pyrrolo[1,2-a]imidazol-7-ol